2-[3-(hexadecylsulfanyl)-2-methylpropionyloxy]ethyl-2-(trimethylammonio)ethyl phosphate P(=O)(OCC([N+](C)(C)C)CCOC(C(CSCCCCCCCCCCCCCCCC)C)=O)([O-])[O-]